1-(9Z-octadecenoyl)-2-heneicosanoyl-glycero-3-phosphocholine CCCCCCCCCCCCCCCCCCCCC(=O)O[C@H](COC(=O)CCCCCCC/C=C\CCCCCCCC)COP(=O)([O-])OCC[N+](C)(C)C